(S)-N1-(6-chloropyridin-3-yl)-N2-(2,4-dichlorobenzyl)-5-oxopyrrolidine-1,2-dicarboxamide ClC1=CC=C(C=N1)NC(=O)N1[C@@H](CCC1=O)C(=O)NCC1=C(C=C(C=C1)Cl)Cl